4-(2'-(5-Cyclobutyl-1H-imidazol-2-yl)-3,4'-bipyridin-5-yl)morpholine trifluoroacetate salt FC(C(=O)O)(F)F.C1(CCC1)C1=CN=C(N1)C1=NC=CC(=C1)C=1C=NC=C(C1)N1CCOCC1